Tert-butyl (18-hydroxy-3,6,9,12-tetraoxaoctadecyl)carbamate OCCCCCCOCCOCCOCCOCCNC(OC(C)(C)C)=O